FC1=C(C=CC(=C1C1=CC2=C(N=C(N=C2)NCCOCCOCCO)N(C1=O)C)F)NS(=O)(=O)N1C[C@@H](CC1)F (3R)-N-[2,4-difluoro-3-[2-[2-[2-(2-hydroxyethoxy)ethoxy]ethylamino]-8-methyl-7-oxopyrido[2,3-d]pyrimidin-6-yl]phenyl]-3-fluoropyrrolidine-1-sulfonamide